FC1=CC(=C(C=C1)NC1=C(C(=O)NC=2C(=NC(=CC2)OC)C)C=CC(=C1)OCC(F)(F)F)C 2-((4-fluoro-2-methylphenyl)-amino)-N-(6-methoxy-2-methylpyridin-3-yl)-4-(2,2,2-trifluoroethoxy)-benzamide